COC(=O)C1=C(NC(=C(C1)C(=O)OC)C1CCCCC1)C1CCCCC1 2,6-dicyclohexyl-1,4-dihydropyridine-3,5-dicarboxylic acid dimethyl ester